(S)-2-Methyl-N-((R)-2,2,2-trifluoro-1-(pyridin-2-yl)ethyl)propane-2-sulfinamide CC(C)(C)[S@](=O)N[C@@H](C(F)(F)F)C1=NC=CC=C1